ClC=1C(=NC(=NC1)NC1=C(C=C(C=C1)N1CCOCC1)C1CC1)NCCCN1C(COCCC1)=O 4-(3-((5-chloro-2-((2-cyclopropyl-4-morpholinophenyl)amino)pyrimidin-4-yl)amino)propyl)-1,4-oxazepan-3-one